(biphenyl-4-yl)-(1,1':4',1''-terphenyl-3-yl)-(9,9-dimethylfluoren-2-yl)amine C1(=CC=C(C=C1)N(C1=CC=2C(C3=CC=CC=C3C2C=C1)(C)C)C=1C=C(C=CC1)C1=CC=C(C=C1)C1=CC=CC=C1)C1=CC=CC=C1